FC1=C(NC=2C=NC=C3C=CN(C(C23)=O)CC(=O)O)C=CC(=C1)I 2-(8-(2-fluoro-4-iodoanilino)-1-oxo-2,6-naphthyridin-2(1H)-yl)acetic acid